CNCCC1=CNC=N1 Nα-Methylhistamine